C1(=CC=CC=C1)C1=CC=CC2=NC3=CC=CC=C3N=C12 phenyl-phenazine